Stearyl Gallate (Stearyl Gallate) C(CCCCCCCCCCCCCCCCC)C1=C(C(=O)O)C=C(C(=C1O)O)O.C(C1=CC(O)=C(O)C(O)=C1)(=O)OCCCCCCCCCCCCCCCCCC